[3-(methoxymethoxy)-8-(2-triisopropylsilylethynyl)-1-naphthyl] trifluoromethanesulfonate FC(S(=O)(=O)OC1=CC(=CC2=CC=CC(=C12)C#C[Si](C(C)C)(C(C)C)C(C)C)OCOC)(F)F